C(C)(C)(C)OC(=O)N1C[C@H](CC1)OC1=NC=C(C2=CC(=NC=C12)Cl)C(C)(C)O (S)-3-((6-chloro-4-(2-hydroxypropan-2-yl)-2,7-naphthyridin-1-yl)oxy)pyrrolidine-1-carboxylic acid tert-butyl ester